F[C@@H]1CN(CC1)C(C=O)(C)C (S)-2-(3-fluoropyrrolidin-1-yl)-2-methylpropanal